4,4-dimethylpent-2-en-1-yl (4-methylbenzenesulfonate) CC1=CC=C(C=C1)S(=O)(=O)OCC=CC(C)(C)C